OC[C@H](C1=CC=CC=C1)NC1=CC(=NC=C1C1=NC(=NO1)C(C)(C)O)NC=1N=CC2=C(N1)C(NC2=O)(C)C (S)-2-((4-((2-hydroxy-1-phenylethyl)amino)-5-(3-(2-hydroxypropan-2-yl)-1,2,4-oxadiazol-5-yl)pyridin-2-yl)amino)-7,7-dimethyl-6,7-dihydro-5H-pyrrolo[3,4-d]pyrimidin-5-one